O.O.O.O.N(=NC(C(=N)NCCC(=O)O)(C)C)C(C(=N)NCCC(=O)O)(C)C 2,2'-azobis(N-(2-carboxyethyl)-2-methylpropionamidine) tetrahydrate